4-((4-((5-(2,4-dioxotetrahydropyrimidin-1(2H)-yl)pyridin-2-yl)methyl)piperazin-1-yl)methyl)-N-(4-methyl-3-((4-(pyridin-3-yl)pyrimidin-2-yl)amino)phenyl)benzamide O=C1N(CCC(N1)=O)C=1C=CC(=NC1)CN1CCN(CC1)CC1=CC=C(C(=O)NC2=CC(=C(C=C2)C)NC2=NC=CC(=N2)C=2C=NC=CC2)C=C1